BrC1=C(C=CC=C1)N1[Se]C2=C(C1=O)C=CC=C2 2-(2-bromophenyl)benzo[d][1,2]selenazol-3(2H)-one